N-carbamimidoyl-2-(4'-methoxy-2,4-dimethyl-[1,1'-biphenyl]-3-yl)acetamide C(N)(=N)NC(CC=1C(=C(C=CC1C)C1=CC=C(C=C1)OC)C)=O